(R)-N-Methyl-1-(4-methylmorpholin-3-yl)methanamine CNC[C@H]1N(CCOC1)C